Alpha-(1-phenylaminoethyl)-benzyl alcohol C1(=CC=CC=C1)NC(C)C(C1=CC=CC=C1)O